C(CCCCCCCCCCCCCCCCCCC)(=O)O.C(CCCCCCCCCCCCCCCCCCC)(=O)O.OCC(O)CO.OCC(O)CO diglycerol dieicosanate